C[C@@H]1CC(C[C@@H](C1)C)[C@@H](C(=O)NC1=CC=C(C=C1)C=1C(=NNC1C)C)NC(=O)C=1N(N=CC1)C N-[(1S)-1-[(3S,5R)-3,5-dimethylcyclohexyl]-2-[4-(3,5-dimethyl-1H-pyrazol-4-yl)anilino]-2-oxo-ethyl]-2-methyl-pyrazole-3-carboxamide